(S)-N-(1-(1-(5-((dimethyl(oxo)-λ6-sulfaneylidene)amino)pyridin-2-yl)-1H-1,2,4-triazol-5-yl)ethyl)thieno[2,3-b]thiophene-2-carboxamide CS(=O)(C)=NC=1C=CC(=NC1)N1N=CN=C1[C@H](C)NC(=O)C1=CC2=C(SC=C2)S1